C(C=C)(=O)N1C[C@H](O[C@@H](C1)C(F)F)C1=CC(=NC(=C1)Cl)C1=CC(=NC(=C1)F)C(=O)NC trans-4-(4-acryloyl-6-(difluoromethyl)morpholin-2-yl)-6-chloro-6'-fluoro-N-methyl-[2,4'-bipyridine]-2'-carboxamide